C(OCOC=1C(C=CN2N([C@H]3N(C(C21)=O)CCOC3)[C@@H]3C2=C([Se]CC1=C3C=CC(=C1F)F)C=CC=C2)=O)(OCC)=O (((R)-12-((S)-7,8-difluoro-6,11-dihydrodibenzo[b,e]selenepin-11-yl)-6,8-dioxo-3,4,6,8,12,12a-hexahydro-1H-[1,4]oxazino[3,4-c]pyrido[2,1-f][1,2,4]triazin-7-yl)oxy)methyl ethyl carbonate